ClC1=C(C=C(C=2C3=C(NC12)[C@@H](CNC(C3)=O)CCO)C3=NN(N=C3)C)Cl |r| racemic-7,8-dichloro-5-(2-hydroxyethyl)-10-(2-methyl-2H-1,2,3-triazol-4-yl)-3,4,5,6-tetrahydroazepino[4,5-b]indol-2(1H)-one